COCOC=1C=CC2=C(C=C(O2)B(O)O)C1 [5-(methoxymethoxy)-1-benzofuran-2-yl]boronic acid